CC=1C=CC=2N(C3=CC=CC=C3C2C1)C1=C(C=CC=C1)C1=C(C(=CC=C1)C#N)C1=CC=CC=C1 (3-methyl-9H-carbazol-9-yl)-[1,1':2',1''-terphenyl]-3'-carbonitrile